tert-butyl 8-benzyl-2-(prop-2-en-1-yl)-3,8-diazabicyclo[3.2.1]octane-3-carboxylate C(C1=CC=CC=C1)N1C2C(N(CC1CC2)C(=O)OC(C)(C)C)CC=C